FC=1C=C(C=CC1)C(C=O)CO 2-(3-fluorophenyl)-3-hydroxypropan-1-one